COC(=O)C=1N=C(OC1)CCCO.CN1COCC1 N-methyl-oxazolidine Methyl-2-(3-hydroxypropyl)oxazole-4-carboxylate